(1-methyl-1H-indazol-6-yl)acetamide CN1N=CC2=CC=C(C=C12)CC(=O)N